N1N=C(C2=CC=CC=C12)C1=NC=2CCCNC2C=C1 2-(1H-indazol-3-yl)-5,6,7,8-tetrahydro-1,5-naphthyridine